(5-amino-1-{6-[(2,6-difluorophenyl)oxy]-4-methylpyridin-3-yl}pyrazol-4-yl)[2-(2-hydroxy-2-methylpropyl)-2,3,4,7-tetrahydro-1H-pyrrolo[2,3-H]isoquinolin-8-yl]methanone NC1=C(C=NN1C=1C=NC(=CC1C)OC1=C(C=CC=C1F)F)C(=O)C1=CC=2C(=CC=C3CCN(CC23)CC(C)(C)O)N1